2-(3-methyl-1H-pyrazol-4-yl)-4-(2,8-diazaspiro[4.5]decan-8-yl)pyrido[3,4-d]pyrimidin-8-ol CC1=NNC=C1C=1N=C(C2=C(N1)C(=NC=C2)O)N2CCC1(CCNC1)CC2